4-(2-(4-(2-acetyl-5-chlorophenyl)-3-methoxy-6-oxopyridazin-1(6H)-yl)-4-methylpentanamido)benzoic acid C(C)(=O)C1=C(C=C(C=C1)Cl)C=1C(=NN(C(C1)=O)C(C(=O)NC1=CC=C(C(=O)O)C=C1)CC(C)C)OC